N-((1r,4r)-4-(3-(4-(5,5-dimethyl-5,6-dihydro-4H-pyrrolo[1,2-b]pyrazol-3-yl)-5-cyclopropylpyridin-2-yl)ureido)cyclohexyl)acetamide CC1(CC=2N(N=CC2C2=CC(=NC=C2C2CC2)NC(NC2CCC(CC2)NC(C)=O)=O)C1)C